Zirconium bishydride [H-].[H-].[Zr+2]